2-((4-chlorobenzyl)thio)-5-trifluoromethyl-4H-benzo[d][1,3]oxazin-4-one ClC1=CC=C(CSC=2OC(C3=C(N2)C=CC=C3C(F)(F)F)=O)C=C1